2-allyloxy-5-nitrobenzaldehyde C(C=C)OC1=C(C=O)C=C(C=C1)[N+](=O)[O-]